Cl.N[C@@H](CC1=CNC=N1)C(=[18O])[18OH] L-histidine-18O2 Hydrochloride